1-p-toluenesulfonyl-2,3,4,7-tetrahydro-1H-azepin-3-ol CC1=CC=C(C=C1)S(=O)(=O)N1CC(CC=CC1)O